(octadecylamino)-4-oxobutanoic acid C(CCCCCCCCCCCCCCCCC)NC(C(=O)O)CC=O